C1(=CC=CC=C1)NC(C(=O)N)=O N1-phenyloxalamide